CC=1C=C2C=NN(C2=CC1[N+](=O)[O-])C1OCCCC1 5-methyl-6-nitro-1-tetrahydropyran-2-yl-indazole